(S)-tert-butyl(1-isopropyl-5-oxo-4,5,6,7-tetrahydro-1H-pyrazolo[3,4-b][1,4]oxazepin-6-yl)carbamate C(C)(C)(C)OC(N[C@@H]1C(NC2=C(OC1)N(N=C2)C(C)C)=O)=O